COC1=CC=C(C=C1)C(=S)SCC(=O)OCC Ethyl 2-(4-methoxyphenylcarbonothioylthio)acetate